1,5-di(N-methylpiperidinyl)pentylammonium hydroxide [OH-].CN1C(CCCC1)C(CCCCC1N(CCCC1)C)[NH3+]